IC=1NC2=CC=CC=C2C1CCN(C)C 2-iodo-3-[2-(dimethylamino)ethyl]1H-indole